6-[4-[[4-(2-fluoroethoxy)phenyl]-phenyl-methyl]piperidine-1-carbonyl]-4H-1,4-benzoxazin-3-one FCCOC1=CC=C(C=C1)C(C1CCN(CC1)C(=O)C=1C=CC2=C(NC(CO2)=O)C1)C1=CC=CC=C1